C(C)(=O)NC(C(CC(CCCCCCC(CC(C(C(CCCC)C)OCCC(CC(=O)O)C(=O)O)OC(CC(C(=O)O)CC(=O)O)=O)C)O)O)C 2-[2-[19-acetamido-6-(3,4-dicarboxybutyloxy)-16,18-dihydroxy-5,9-dimethylicosan-7-yl]oxy-2-oxoethyl]butanedioic acid